triglycidyl-amino-meta-cresol C(C1CO1)C(C1=C(C(=CC=C1)O)N)(CC1CO1)CC1CO1